COC=1C(=CC(=C(C1)N1CCC(CC1)N1CCN(CC1)CC1CCN(CC1)C=1C=CC(=NC1)C(=O)O)C=1C=NN(C1)C)[N+](=O)[O-] 5-(4-((4-(1-(5-methoxy-2-(1-methyl-1H-pyrazol-4-yl)-4-nitrophenyl)piperidine-4-yl)piperazin-1-yl)methyl)piperidin-1-yl)pyridine-2-carboxylic acid